C(C)OC1=CN=CC(=N1)C1=CN=C(O1)C(=O)O 5-(6-ethoxypyrazin-2-yl)-1,3-oxazole-2-carboxylic acid